2,2,2-trifluoroethyl α-fluoroacrylate FC(C(=O)OCC(F)(F)F)=C